8-[(4,6-difluoroindolin-1-yl)methyl]-2-[(2S)-2-(hydroxymethyl)morpholin-4-yl]-N,N-dimethyl-4-oxo-chromene-6-carboxamide FC1=C2CCN(C2=CC(=C1)F)CC=1C=C(C=C2C(C=C(OC12)N1C[C@H](OCC1)CO)=O)C(=O)N(C)C